CC(C)NC(O[C@H]1C[C@H](CC1)C1=CC(=NN1)NC(CC1=NC=C(N=C1)OC)=O)=O (1R,3S)-3-(3-{[(5-meth-oxypyrazin-2-yl)acetyl]-amino}-1H-pyrazol-5-yl)-cyclopentyl propan-2-yl-carbamate